FC(C)(C)C1=NN=C(O1)C(=O)N1[C@H](C2=C(CC1)NC=N2)C2=NN1C(C=CC(=C1)F)=C2 (R)-(5-(2-fluoropropan-2-yl)-1,3,4-oxadiazol-2-yl)(4-(6-fluoropyrazolo[1,5-a]pyridin-2-yl)-6,7-dihydro-1H-imidazo[4,5-c]pyridin-5(4H)-yl)methanone